(2R,3R,4S,5R)-2-acetoxy-6-(dodecylthio)-6-oxohexane-1,3,4,5-tetrayl tetrabenzoate C(C1=CC=CC=C1)(=O)OC[C@H]([C@H]([C@@H]([C@H](C(=O)SCCCCCCCCCCCC)OC(C1=CC=CC=C1)=O)OC(C1=CC=CC=C1)=O)OC(C1=CC=CC=C1)=O)OC(C)=O